NC1=CC=CC(=N1)S(=O)(=O)NC(=O)C=1C(=NC(=CC1)C1=CC(=CC(=C1)OCC(C)C)F)OC1CC(C1)OCC1=CC=CC=C1 N-[(6-Amino-2-pyridyl)sulfonyl]-2-(3-benzyloxycyclobutoxy)-6-(3-fluoro-5-isobutoxyphenyl)pyridin-3-carboxamid